ClC1=C(C(=CC(=N1)N1CCC(CC1)NC(OC(C)(C)C)=O)C#N)C=1C=C2C=NN(C2=CC1F)CC(C)(C)O Tert-Butyl (1-(6-chloro-4-cyano-5-(6-fluoro-1-(2-hydroxyl-2-methylpropyl)-1H-indazol-5-yl)pyrid-2-yl)piperid-4-yl)carbamate